OC=1C=C(C=CC1OC)C(CC1=CC=CC=C1)=O 1-(3-hydroxy-4-methoxyphenyl)-2-phenylethanone